N-(3-((1s,3s)-3-(cyanomethyl)-1-(4-methyl-4H-1,2,4-triazol-3-yl)cyclobutyl)phenyl)-7-((cyclohexylamino)methyl)-3,3-dimethyl-2,3-dihydro-1H-pyrrolo[3,2-b]pyridine-5-carboxamide C(#N)CC1CC(C1)(C1=NN=CN1C)C=1C=C(C=CC1)NC(=O)C1=CC(=C2C(=N1)C(CN2)(C)C)CNC2CCCCC2